3-(5-methylthiophen-2-yl)prop-2-en-1-one CC1=CC=C(S1)C=CC=O